(R)-2-(1-acetoxyethyl)-1-(4-(cyanomethyl)piperidin-1-yl)-imidazo[4,5-d]pyrrolo[2,3-b]pyridine C(C)(=O)OC(C)[C@@H]1N=C2C(=C3C(N=C2)=NC=C3)N1N1CCC(CC1)CC#N